9-benzyl-2-chloro-9H-purine-6-d C(C1=CC=CC=C1)N1C2=NC(=NC(=C2N=C1)[2H])Cl